C1(CC1)[C@H](C(C)(C)O)N1CC2=CC=CC(=C2C1=O)NC(C1=C(C(=NC=C1C)OC)C)=O (R)-N-(2-(1-cyclopropyl-2-hydroxy-2-methylpropyl)-3-oxoisoindolin-4-yl)-2-methoxy-3,5-dimethylisonicotinamide